tert-butyl (R)-2-(((3-(4-decylphenyl)-1,2,4-oxadiazol-5-yl)methyl)carbamoyl)morpholine-4-carboxylate C(CCCCCCCCC)C1=CC=C(C=C1)C1=NOC(=N1)CNC(=O)[C@H]1CN(CCO1)C(=O)OC(C)(C)C